C1OCC12CN(C2)CC=2C=CC(=NC2OC)C=2C(=C(C=CC2)C2=C(C(=NC=C2)C2=CC(=C(CN1CC3(COC3)C1)C=C2)OC)Cl)Cl 6-(4-(4-(3-(5-((2-oxa-6-azaspiro[3.3]heptan-6-yl)methyl)-6-methoxypyridin-2-yl)-2-chlorophenyl)-3-chloropyridin-2-yl)-2-methoxybenzyl)-2-oxa-6-azaspiro[3.3]heptane